BrC1=CC(=C(O[C@H](C(=O)OC(C)(C)C)CC2CCC2)C=C1)C1=NOCC1OCCCC (2S)-tert-butyl 2-[4-bromo-2-(4-butoxy-4,5-dihydroisoxazol-3-yl) phenoxy]-3-cyclobutylpropanoate